CC1(CCOCC1)C(=O)Cl 4-methyltetrahydropyran-4-carbonyl chloride